C1(=CC=CC2=CC=CC=C12)C(=O)OC(C)CCCC(CCCCCC)O 6-hydroxy-2-dodecyl naphthoate